IC(C(C(=O)OC)(C(=O)OC)C)I Dimethyl 2-(diiodomethyl)-2-methylmalonate